C=1(C(N)=NC=CC1)C(=O)C(=O)O azaisatic acid